tert-butyl (2-(6-methylisoquinolin-5-yl)ethyl)carbamate CC=1C(=C2C=CN=CC2=CC1)CCNC(OC(C)(C)C)=O